F[B-](F)(F)F.CN(C)C(N1N=[N+](C2=NC=CC=C21)[O-])=[N+](C)C [dimethylamino-(3-oxidotriazolo[4,5-b]pyridin-3-ium-1-yl)methylene]-dimethylammonium tetrafluoroborate